[1,3]Thiazolo[4,5-c]Quinoline S1C=NC=2C=NC=3C=CC=CC3C21